N-[(2S)-2-hydroxy-2-(3-pyridyl)ethyl]-N-[3-(trifluoromethyl)-6,7-dihydro-5H-cyclopenta[c]pyridin-6-yl]propanamide O[C@H](CN(C(CC)=O)C1CC2=C(C=NC(=C2)C(F)(F)F)C1)C=1C=NC=CC1